(tert-butyl)-1H-pyrrole-3-carboxylic acid C(C)(C)(C)N1C=C(C=C1)C(=O)O